3,5-bis(3,4-dihydroxyphenyl)-4-hydroxyphenyl-thioether OC=1C=C(C=CC1O)C=1C=C(C=C(C1O)C1=CC(=C(C=C1)O)O)SC1=CC(=C(C(=C1)C1=CC(=C(C=C1)O)O)O)C1=CC(=C(C=C1)O)O